ClC1=CC(=C(C=C1)N(S(=O)(=O)C=1C=CC2=C(C(=C(O2)C(=O)OCC)C)C1)CC)CNCC=1SC=CC1C ethyl 5-(N-(4-chloro-2-((((3-methylthiophene-2-yl) methyl) amino) methyl) phenyl)-N-ethylsulfamoyl)-3-methylbenzofuran-2-carboxylate